C1(CC1)C1=C(C(=NO1)C1=C(C=NC=C1Cl)Cl)COC12CCC(CC1)(CC2)C2=NC1=C(C=CC=C1C=C2)OCCCOC 2-(4-((5-Cyclopropyl-3-(3,5-dichloropyridin-4-yl)isoxazol-4-yl)methoxy)bicyclo[2.2.2]octan-1-yl)-8-(3-methoxypropoxy)chinolin